tert-butyl (1-(6-((3-(4-Aminobenzamido)phenyl)amino)-9-isopropyl-9H-purin-2-yl)piperidin-3-yl)carbamate NC1=CC=C(C(=O)NC=2C=C(C=CC2)NC2=C3N=CN(C3=NC(=N2)N2CC(CCC2)NC(OC(C)(C)C)=O)C(C)C)C=C1